9-(1-naphthyl)-10-phenyl-2-(5-phenyl-1-naphthyl)anthracene C1(=CC=CC2=CC=CC=C12)C=1C2=CC=CC=C2C(=C2C=CC(=CC12)C1=CC=CC2=C(C=CC=C12)C1=CC=CC=C1)C1=CC=CC=C1